1-cyclopropyl-N-[3-fluoro-4-[(6-methoxy-1,7-naphthyridin-4-yl)oxy]phenyl]-5-(4-fluorophenyl)-6-methyl-4-oxopyridine-3-carboxamide C1(CC1)N1C=C(C(C(=C1C)C1=CC=C(C=C1)F)=O)C(=O)NC1=CC(=C(C=C1)OC1=CC=NC2=CN=C(C=C12)OC)F